C(C)(C)(C)OC(=O)N1C[C@@H]2OC([C@@H]2CC1)=O (1R,6R)-7-oxo-8-oxa-3-azabicyclo[4.2.0]octane-3-carboxylic acid tert-butyl ester